6-(2,5-dihydrofuran-3-yl)-2-(3-(3-((4-methyl-4H-1,2,4-triazol-3-yl)methyl)oxetan-3-yl)phenyl)-4-(trifluoromethyl)isoindolin-1-one O1CC(=CC1)C1=CC(=C2CN(C(C2=C1)=O)C1=CC(=CC=C1)C1(COC1)CC1=NN=CN1C)C(F)(F)F